(R,E)-N-(4-((4-([1,2,4]triazolo[1,5-a]pyridin-7-yloxy)-5-methyl-2-(trifluoromethoxy)phenyl)amino)-7-methoxy-quinazolin-6-yl)-2-fluoro-3-(1-methylpyrrolidin-2-yl)acrylamide N=1C=NN2C1C=C(C=C2)OC2=CC(=C(C=C2C)NC2=NC=NC1=CC(=C(C=C21)NC(/C(=C\[C@@H]2N(CCC2)C)/F)=O)OC)OC(F)(F)F